methyl 5-(1-cyanocyclopropyl)-2-[[[3-ethylsulfonyl-6-(trifluoromethyl)imidazo[1,2-a]pyridin-2-yl]amino]methyl]benzoate C(#N)C1(CC1)C=1C=CC(=C(C(=O)OC)C1)CNC=1N=C2N(C=C(C=C2)C(F)(F)F)C1S(=O)(=O)CC